FC=1C=C(C=C(C1)C(F)(F)F)C(CC(C=O)C)(CC=C(C)C)C 4-(3-fluoro-5-(trifluoromethyl)phenyl)-2,4,7-trimethyloct-6-enal